O1C(CCCC1)OCCC=CCCCC 8-[(tetrahydro-2H-pyran-2-yl)oxy]-5-octen